FC(C1=CC=2N(C3=CC=CC=C3C2C=C1)CC1=CC=C(CP(O)(O)=O)C=C1)(F)F (4-((2-(trifluoromethyl)-9H-carbazol-9-yl)methyl)benzyl)phosphonic acid